COC(CC(C1=CC=C(C=C1)C(F)(F)F)N1[C@@H](CN([C@H](C1)CC)C=1C2=C(N(C(N1)=O)C)C=CC(=N2)Cl)CC)=O 3-((2R,5S)-4-(6-chloro-1-methyl-2-oxo-1,2-dihydropyrido[3,2-d]pyrimidin-4-yl)-2,5-diethylpiperazin-1-yl)-3-(4-(trifluoromethyl)phenyl)propionic acid methyl ester